(S)-N-hydroxy-2-(4-((5-(pyridin-2-yl)thiophene-2-sulfonylamino)methyl)-1H-1,2,3-triazol-1-yl)-3-(4-(trifluoromethoxy)phenyl)propanamide ONC([C@H](CC1=CC=C(C=C1)OC(F)(F)F)N1N=NC(=C1)CNS(=O)(=O)C=1SC(=CC1)C1=NC=CC=C1)=O